C(C)OC(=O)C1=C(N=C2N1C=CC(=C2)Cl)CO 7-chloro-2-(hydroxymethyl)imidazo[1,2-a]pyridine-3-carboxylic acid ethyl ester